BrC=1C(=C(C2=CC=CC=C2C1)[N+](=O)[O-])C=C bromo-1-nitro-2-vinyl-naphthalene